2-[2-[2-[2-[2-[2-(3-benzyloxypropoxy) ethoxy]ethoxy]ethoxy]ethoxy]ethoxy]ethyl 4-methylbenzenesulfonate CC1=CC=C(C=C1)S(=O)(=O)OCCOCCOCCOCCOCCOCCOCCCOCC1=CC=CC=C1